C(C)(C)(C)OC(=O)N[C@H](COC=1C(=C(C=CC1)CCCCCC(=O)O)C)CCC(N)=O 6-[3-[(2S)-2-[(tert-butoxycarbonyl)-amino]-4-carbamoylbutoxy]-2-methylphenyl]-hexanoic acid